1-(4-hydroxyphenyl)-2-[4-(1,1-bis-(4-hydroxyphenyl)ethyl)phenyl]propane terbium-copper [Cu].[Tb].OC1=CC=C(C=C1)CC(C)C1=CC=C(C=C1)C(C)(C1=CC=C(C=C1)O)C1=CC=C(C=C1)O